ClC1=CC=2N(C(=C1)C(=O)O)C=NN2 7-chloro-[1,2,4]triazolo[4,3-a]pyridine-5-carboxylic acid